6-[4-Fluoro-2-(1,2,3,6-tetrahydropyridin-4-yl)-1,3-benzothiazol-6-yl]-8-methoxy-2-methylimidazo[1,2-b]pyridazin-Hydrochlorid Cl.FC1=CC(=CC2=C1N=C(S2)C=2CCNCC2)C=2C=C(C=1N(N2)C=C(N1)C)OC